OC1(CC1)C(=O)OCN1/C(/C=C(C(=C1)C(NC([2H])([2H])[2H])=O)NC1=C(C(=CC=C1)C=1N=NN(N1)C)OC)=N/C(=O)C1CC1 (E)-(2-((Cyclopropanecarbonyl)imino)-4-((2-methoxy-3-(2-methyl-2H-tetrazol-5-yl)phenyl)amino)-5-((methyl-d3)carbamoyl)pyridin-1(2H)-yl)methyl 1-hydroxycyclopropane-1-carboxylate